FC1=CC=CC=2C3=C(OC21)C=C(C=C3B3OC(C(O3)(C)C)(C)C)C3=CC=CC=C3 2-(6-fluoro-3-phenyldibenzo[b,d]furan-1-yl)-4,4,5,5-tetramethyl-1,3,2-dioxaborolan